(4R)-N-((R)-(4-chloro-2,5-difluorophenyl)(3-oxetanyl)methyl)-4-hydroxy-1-((2-(trifluoromethyl)-4-pyridinyl)carbonyl)-D-prolinamide ClC1=CC(=C(C=C1F)[C@H](NC([C@@H]1N(C[C@@H](C1)O)C(=O)C1=CC(=NC=C1)C(F)(F)F)=O)C1COC1)F